4-(6-(r-isobutyl-[1,4'-bipiperidin]-4-yl)-4-methyl-1H-benzo[d]imidazol-2-yl)-3,5-dimethylisoxazole C(C(C)C)[C@H]1N(CCC(C1)C=1C=C(C2=C(NC(=N2)C=2C(=NOC2C)C)C1)C)C1CCNCC1